N1=C(C=CC=C1)C1=CC(=CN1)S(=O)(=O)Cl 5-(pyridin-2-yl)-1H-pyrrole-3-sulfonyl chloride